2-[1-[2-(azetidin-1-yl)ethyl]pyrazol-4-yl]-8-chloro-7-[(2-methyl-3H-benzimidazol-5-yl)oxy]quinoxaline N1(CCC1)CCN1N=CC(=C1)C1=NC2=C(C(=CC=C2N=C1)OC1=CC2=C(N=C(N2)C)C=C1)Cl